acryloyl-3-ethylpiperidine C(C=C)(=O)N1CC(CCC1)CC